Methyl (2R)-2-amino-3-[3-(1H-pyrazol-5-yl)phenyl]propanoate hydrochloride Cl.N[C@@H](C(=O)OC)CC1=CC(=CC=C1)C1=CC=NN1